CN(C=1C=C(C=CC1)C1=CC=C2C(CCOC2=C1)NC(O[C@@H]1CN2CCC1CC2)=O)C (S)-quinuclidin-3-yl (7-(3-(dimethylamino)phenyl)chroman-4-yl)carbamate